(Z)-9-octadecenoic acid copper (II) salt [Cu+2].C(CCCCCCC\C=C/CCCCCCCC)(=O)[O-].C(CCCCCCC\C=C/CCCCCCCC)(=O)[O-]